Ethyl 2-(3-formylphenyl)acetate C(=O)C=1C=C(C=CC1)CC(=O)OCC